CC1=C(C(=O)Cl)C=C(C=C1)[N+](=O)[O-] 2-methyl-5-nitrobenzoyl chloride